5-(4-fluorobenzoyl)amino-3-(1-butylpiperidin-4-yl)-1H-indole FC1=CC=C(C(=O)NC=2C=C3C(=CNC3=CC2)C2CCN(CC2)CCCC)C=C1